CN([C@@H](C(C)C)C(=O)OCC1=CC=CC=C1)C(=O)N1CC(N(CC1)C(=O)C1[N@@](C1)C(C1=CC=CC=C1)(C1=CC=CC=C1)C1=CC=CC=C1)=O benzyl N-methyl-N-(3-oxo-4-((R)-1-tritylaziridine-2-carbonyl) piperazine-1-carbonyl)-L-valinate